4-cyclopropyl-4H,6H,7H-pyrazolo[3,2-c][1,4]oxazine-2-sulfonyl chloride C1(CC1)C1OCCN2C1=CC(=N2)S(=O)(=O)Cl